tert-butyl-6-(4-(2,6-dioxopiperidin-3-yl)phenyl)-2-azaspiro[3.3]heptane C(C)(C)(C)C1NCC12CC(C2)C2=CC=C(C=C2)C2C(NC(CC2)=O)=O